N-(4-(tert-butyl)-3-((3,3-difluorocyclobutyl)methyl)-1-methyl-1H-pyrazol-5-yl)-2-(3,3-difluorocyclobutyl)acetamide C(C)(C)(C)C=1C(=NN(C1NC(CC1CC(C1)(F)F)=O)C)CC1CC(C1)(F)F